BrC=1C=C(CNC(=O)C2=NC3=C(N2)C=CC(=C3)C)C=CC1 N-(3-bromobenzyl)-5-methyl-1H-benzimidazole-2-carboxamide